1-chloro-3-(3-iodophenyl)propan-2-one ClCC(CC1=CC(=CC=C1)I)=O